[Na].N1=CN=CC(=C1)O pyrimidine-5-ol sodium salt